C(C)OC(C)OCCC(CC[Mg]Cl)C 5-(1-ethoxyethoxy)-3-methylpentylmagnesium chloride